ClC1=C(C=CC=C1NC(=O)C1=CC=C(C=N1)CN[C@@H](CO)C(=O)OC)C1=C(C(=CC=C1)NC(C1=NC=C(C=C1)C=O)=O)C methyl ((6-((2-chloro-3'-(5-formylpicolinamido)-2'-methyl-[1,1'-bi-phenyl]-3-yl)carbamoyl)pyridin-3-yl)methyl)-L-serinate